N-cyclopropyl-2-fluoro-5-(6-((1-hydroxy-2-methylpropan-2-yl)amino)-5-(1H-pyrazol-1-yl)pyridin-3-yl)-4-methylbenzamide C1(CC1)NC(C1=C(C=C(C(=C1)C=1C=NC(=C(C1)N1N=CC=C1)NC(CO)(C)C)C)F)=O